N(=[N+]=[N-])C1=CC=C(C=C2C(C(CC(C2)C(C)(C)C)=CC2=CC=C(C=C2)N=[N+]=[N-])=O)C=C1 2,6-bis(4-azidobenzylidene)-4-tert-butylcyclohexanone